(E)-2-chloro-4-methoxy-1-(2-nitrovinyl)benzene ClC1=C(C=CC(=C1)OC)\C=C\[N+](=O)[O-]